C(C)(C)(C)OC(=O)N1CC(CC1)N1C(CCC(C1)C1=C(C(=CC=C1OC)Cl)Cl)=O tert-butyl-3-[5-(2,3-dichloro-6-methoxyphenyl)-2-oxopiperidin-1-yl]pyrrolidine-1-carboxylate